C(C)OC1=NC=CC=C1C1=CC(=C2C(=N1)C=NN2C(C)C)NCC2=C(N=CS2)C 5-(2-ethoxy-3-pyridinyl)-1-isopropyl-N-[(4-methylthiazol-5-yl)methyl]pyrazolo[4,3-b]pyridin-7-amine